4-(((2,5-Bis(trifluoromethyl)pyrazolo[1,5-a]pyrimidin-7-yl)amino)methyl)-4-(4-fluorophenyl)cyclohexan-1-ol FC(C1=NN2C(N=C(C=C2NCC2(CCC(CC2)O)C2=CC=C(C=C2)F)C(F)(F)F)=C1)(F)F